hexapropyleneglycol di(1,1,2,2,3,3-hexafluoro-n-pentyl) ether FC(C(C(CC)(F)F)(F)F)(F)OC(C)COC(C)COC(C)COC(C)COC(C)COC(C)COC(C(C(CC)(F)F)(F)F)(F)F